FC(S(=O)(=O)OC1=CC=2CCCC(C2C=C1)=O)(F)F 5-oxo-5,6,7,8-tetrahydronaphthalen-2-yl trifluoromethanesulphonate